[Na].NC1=CC=C(C=N1)C1=C(N(C=C1)S(NC(=O)OCC1=CC=CC=C1)(=O)=O)C(=O)OCC1=CC=CC=C1 Benzyl 3-(6-Amino-3-pyridyl)-1-(benzyloxycarbonylsulfamoyl)pyrrole-2-carboxylate, sodium salt